C(N)(OC(CC1(CCN(CC1)C1=NC(=C2C(=N1)NN=C2C2=C(C1=C(N=C(S1)C)C=C2)Cl)C#N)C)(C)C)=O (1-(3-(7-chloro-2-methylbenzo[d]Thiazol-6-yl)-4-cyano-1H-pyrazolo[3,4-d]pyrimidin-6-yl)-4-methylpiperidin-4-yl)tert-butyl carbamate